C(C(=C)C)(=O)OC1=CC=C2C(=CC(OC2=C1)=O)C 7-(methacryloyloxy)-4-methylcoumarin